acetamido-acetone C(C)(=O)NCC(C)=O